C(=O)(O)[P] carboxylPhosphorus